(1S,2R)-N-(5-bromo-8-((ethyl-1,1-d2)amino)-2,7-naphthyridin-3-yl)-2-methylcyclopropane-1-carboxamide BrC1=C2C=C(N=CC2=C(N=C1)NC(C)([2H])[2H])NC(=O)[C@@H]1[C@@H](C1)C